FC([C@H]1N(SOC1)C(=O)O)F (4S)-4-(difluoromethyl)-1,2,3-oxathiazolidine-3-carboxylic acid